ClC1=C(C=C(C=C1)CC[C@@H](C(=O)O)NC(=O)OCC1C2=CC=CC=C2C=2C=CC=CC12)C(F)(F)F (2S)-4-[4-chloro-3-(trifluoromethyl)phenyl]-2-(9H-fluoren-9-ylmethoxycarbonyl-amino)butyric acid